8-bromo-4-hydroxy-2-methyl-6-morpholinopyrido[4,3-d]pyrimidin-7(6H)-one BrC=1C(N(C=C2C1N=C(N=C2O)C)N2CCOCC2)=O